FC(C(=O)O)(F)F.COC(CCC1=C(C(=CC=C1)C(F)(F)F)F)=O 3-(2-fluoro-3-(trifluoromethyl)phenyl)propionic acid methyl ester trifluoroacetate